N,N-dimethyl-dec-9-ene-amide CN(C(CCCCCCCC=C)=O)C